1-[4-[[3-(3-fluoro-4-methoxyphenyl)imidazo[1,2-a]pyrazin-8-yl]amino]-2-methylbenzoyl]-N-(piperazin-2-ylmethyl)piperidine-4-carboxamide FC=1C=C(C=CC1OC)C1=CN=C2N1C=CN=C2NC2=CC(=C(C(=O)N1CCC(CC1)C(=O)NCC1NCCNC1)C=C2)C